FC(C(=O)F)(C(OC(F)(F)F)(F)F)F 2,2,3,3-tetrafluoro-3-(trifluoromethoxy)propionyl fluoride